(3-methoxyphenyl)boric acid COC=1C=C(C=CC1)OB(O)O